(S)-3-(1-hydroxy-prop-2-yl)-8-(pyrrolidin-1-yl)-6-(6-(trifluoromethyl)pyridin-3-yl)pyrido[3,4-d]pyrimidin-4(3H)-one OC[C@H](C)N1C=NC2=C(C1=O)C=C(N=C2N2CCCC2)C=2C=NC(=CC2)C(F)(F)F